O1CCOC12CCC(CC2)CN2CCC(CC2)C2=CN(C1=CN=CC=C12)C1=C(C(=O)N(C)C(C)C)C=C(C=C1)F 2-(3-(1-(1,4-dioxaspiro[4.5]decan-8-ylmethyl)piperidin-4-yl)-1H-pyrrolo[2,3-c]pyridin-1-yl)-5-fluoro-N-isopropyl-N-methylbenzamide